C(C(=O)O)(=O)O.N1CCC12COC2.N2CCC21COC1 6-oxa-1-azaspiro[3.3]heptane hemi-oxalate